ClC=1C=CC(=C(C(=O)N)C1)CN1N=C(C2=C(C1=O)CN(CC2)CC2=CC(=CC(=C2)F)F)C 5-chloro-2-((6-(3,5-difluorobenzyl)-1-methyl-4-oxo-5,6,7,8-tetrahydropyrido[3,4-d]pyridazin-3(4H)-yl)methyl)benzamide